ClC1=NN(C=C1N)C1CCN(CCC1)S(=O)(=O)C 3-chloro-1-(1-(methylsulfonyl)azepan-4-yl)-1H-pyrazol-4-amine